CC1=NC(=NO1)C=1C(=NC=CN1)C(C)NC(C1=CC(=CC(=C1)C(F)(F)F)C(F)(F)F)=O N-[1-[3-(5-methyl-1,2,4-oxadiazol-3-yl)pyrazin-2-yl]ethyl]-3,5-bis(trifluoromethyl)benzamide